FC=1C=CC(=C2C=C(NC(C12)=O)CCCN1C2CN(CC1CC2)C=2C=CC(=NC2)C#N)C 5-(8-(3-(8-fluoro-5-methyl-1-oxo-1,2-dihydroisoquinolin-3-yl)propyl)-3,8-diazabicyclo[3.2.1]octan-3-yl)picolinonitrile